1-(7-chloro-2,3-dihydrobenzo[f][1,4]oxazepin-4(5H)-yl)-3,3-difluoro-2,2-dimethylpropan-1-one ClC=1C=CC2=C(CN(CCO2)C(C(C(F)F)(C)C)=O)C1